14-hydroxy-2,6,10,14-tetra-methylhexadec-15-enoic acid OC(CCCC(CCCC(CCCC(C(=O)O)C)C)C)(C=C)C